ethyl 9-bromo-8-methoxy-4,5-dihydronaphtho[2,1-d]isoxazole-3-carboxylate BrC=1C(=CC=C2CCC=3C(=NOC3C12)C(=O)OCC)OC